O1CCN(CC1)CCCNC(=O)NCCC[Si](OCC)(OCC)OCC 1-(3-morpholinopropyl)-3-(3-(triethoxysilyl)propyl)urea